(3R,4S)-3-(4-OXA-7-AZASPIRO[2.5]OCTAN-7-YL)CHROMAN C1CC12OCCN(C2)[C@H]2COC1=CC=CC=C1C2